1-isopropylamino-3-(4-methoxy-1-naphthoxy)-2-propanol C(C)(C)NCC(COC1=CC=C(C2=CC=CC=C12)OC)O